(2,6-dimethyl-1,2,3,4-tetrahydronaphthalen-2-yl)methanol tert-Butyl-(2S)-2-(2-(6-bromo-4-chloro-7-fluoro-2H-indazol-2-yl)-3-ethoxy-3-oxopropanoyl)pyrrolidine-1-carboxylate C(C)(C)(C)[C@]1(N(CCC1)C(=O)OCC1(CC2=CC=C(C=C2CC1)C)C)C(C(C(=O)OCC)N1N=C2C(=C(C=C(C2=C1)Cl)Br)F)=O